(3E)-3-(3-hydroxypropylidene)-1-{4-[(3-methyl-4-{[1,2,4]triazolo[1,5-a]pyridin-7-yloxy}phenyl)amino]quinazolin-6-yl}pyrrolidin-2-one OCC\C=C/1\C(N(CC1)C=1C=C2C(=NC=NC2=CC1)NC1=CC(=C(C=C1)OC1=CC=2N(C=C1)N=CN2)C)=O